C(C)N(CCCNC(=O)NC=1SC=C(N1)C(C)(C)C1=CC=C(C=C1)OC)CC 1-(3-(diethylamino)propyl)-3-(4-(2-(4-methoxyphenyl)propan-2-yl)thiazol-2-yl)urea